NC1=NC2=CC(=CC(=C2C=C1Cl)F)OCC=1[C@H]([C@H]([C@@H](C1)N1C=CC2=C1N=C(N=C2C)N)O)O (1S,2R,5R)-3-(((2-Amino-3-chloro-5-fluoroquinolin-7-yl)oxy)methyl)-5-(2-amino-4-methyl-7H-pyrrolo[2,3-d]pyrimidin-7-yl)cyclopent-3-ene-1,2-diol